[6-(3-cyclopropyl-1,2,4-triazol-1-yl)-2-azaspiro[3.3]heptan-2-yl]-[6-[2-(trifluoromethyl)pyrimidin-4-yl]oxy-2-azaspiro[3.3]heptan-2-yl]methanone C1(CC1)C1=NN(C=N1)C1CC2(CN(C2)C(=O)N2CC3(C2)CC(C3)OC3=NC(=NC=C3)C(F)(F)F)C1